(4-chlorophenyl)-3-(2-oxo-1-(4-(pyridin-3-yl)phenyl)piperidin-3-yl)urea ClC1=CC=C(C=C1)NC(=O)NC1C(N(CCC1)C1=CC=C(C=C1)C=1C=NC=CC1)=O